ClC=1C(=NC(=NC1)NC=1C=NN(C1)C)C1=CC=C2CN(C(C2=C1)=O)[C@@H](C(=O)N[C@H](CO)C1=CC(=CC(=C1)C)F)C (2R)-2-(6-{5-chloro-2-[(1-methyl-1H-pyrazol-4-yl)amino]pyrimidin-4-yl}-1-oxo-2,3-dihydro-1H-isoindol-2-yl)-N-[(1S)-1-(3-fluoro-5-methylphenyl)-2-hydroxyethyl]propanamide